methyl (7S)-2-[(4-chlorophenyl)(hydroxy)methyl]-3-[(1R,3R)-3-(methoxycarbonyl)cyclohexyl]-7-methyl-3H,6H,7H,8H,9H-imidazo[4,5-f]quinoline-6-carboxylate ClC1=CC=C(C=C1)C(C=1N(C=2C(=C3CC[C@@H](N(C3=CC2)C(=O)OC)C)N1)[C@H]1C[C@@H](CCC1)C(=O)OC)O